FC1=C(CN2C(C(=CC(=C2)C(=O)N[C@H]2[C@@H](C2)C)C(=O)NC)=O)C=CC=C1 1-(2-fluorobenzyl)-N3-methyl-N5-((trans)-2-methylcyclopropyl)-2-oxo-1,2-dihydropyridine-3,5-dicarboxamide